4-(1,8-diazaspiro[5.5]undecan-8-yl)-1H-pyrrolo[2,3-b]pyridin N1CCCCC12CN(CCC2)C2=C1C(=NC=C2)NC=C1